chloro-2-methyl-6-[2-(tetrahydro-2H-pyran-2-yloxy)ethoxy]pyrimidin-5-amine ClC1=NC(=NC(=C1N)OCCOC1OCCCC1)C